6-((2-((3aR,4R,6aS)-4-aminohexahydrocyclopenta[c]pyrrol-2(1H)-yl)-1H-benzo[d]imidazol-1-yl)methyl)nicotinonitrile hydrochloride Cl.N[C@@H]1CC[C@@H]2CN(C[C@@H]21)C2=NC1=C(N2CC2=NC=C(C#N)C=C2)C=CC=C1